C(C1=CC=CC=C1)OC([C@H](CCC(=O)O)NC(=O)OC)=O (S)-5-(benzyloxy)-4-((methoxycarbonyl)amino)-5-oxopentanoic acid